2-(6-(((1S,2R,3R,5R)-2-fluoro-8-methyl-8-azabicyclo[3.2.1]octan-3-yl)oxy)pyridazin-3-yl)-5-(1H-imidazol-1-yl)phenol F[C@@H]1[C@@H]2CC[C@H](C[C@H]1OC1=CC=C(N=N1)C1=C(C=C(C=C1)N1C=NC=C1)O)N2C